FC(C(=O)NNC(\C=C/N1N=C(N=C1)C1=CC(=CC(=C1)C(F)(F)F)S(F)(F)(F)(F)F)=O)(C)C (Z)-N'-(2-fluoro-2-methylpropionyl)-3-(3-(3-(pentafluorosulfanyl)-5-(trifluoromethyl)phenyl)-1H-1,2,4-triazol-1-yl)propenohydrazide